1-(4-chlorophenyl)-2-(tetrahydropyrimidin-2(1H)-ylidene)ethan-1-one benzyl-(3s)-3-acetylpiperidine-1-carboxylate C(C1=CC=CC=C1)OC(=O)N1C[C@H](CCC1)C(C)=O.ClC1=CC=C(C=C1)C(C=C1NCCCN1)=O